5-(tert-Butyl) 1-methyl ((S)-4-(tert-butoxy)-2-((S)-2-(5,7-dichloro-1H-indole-2-carboxamido)-3-(naphthalen-2-yl)propanamido)-4-oxobutanoyl)-L-glutamate C(C)(C)(C)OC(C[C@@H](C(=O)N[C@@H](CCC(=O)OC(C)(C)C)C(=O)OC)NC([C@H](CC1=CC2=CC=CC=C2C=C1)NC(=O)C=1NC2=C(C=C(C=C2C1)Cl)Cl)=O)=O